N1C=CC2=CC(=CC=C12)O 5-Indolol